CC1CCCCC1 4-MethylCyclohexan